3-amino-6-chloro-4-cyclopropylpicolinonitrile NC=1C(=NC(=CC1C1CC1)Cl)C#N